C(C)(=O)NC=1N=C2N(N=C(C=C2)C=2C=C(C(=NC2)C(F)(F)F)C(=O)NCC2=C(C=CC(=C2)OC(F)(F)F)F)C1 5-{2-acetamidoimidazo[1,2-b]pyridazin-6-yl}-N-{[2-fluoro-5-(trifluoromethoxy)phenyl]methyl}-2-(trifluoromethyl)pyridine-3-carboxamide